FC(CN1N=NC2=C1C=C(C=C2)C=2C=CN1N=C(N=C(C12)OC)N[C@@H]1[C@@H](CN(CC1)C(C([2H])([2H])[2H])=O)F)F 1-((3R,4S)-4-((5-(1-(2,2-difluoroethyl)-1H-benzo[d][1,2,3]triazol-6-yl)-4-methoxypyrrolo[2,1-f][1,2,4]triazin-2-yl)amino)-3-fluoropiperidin-1-yl)ethan-1-one-2,2,2-d3